5-(4-fluorophenyl)thiazolo[5,4-d]pyrimidine FC1=CC=C(C=C1)C=1N=CC2=C(N1)SC=N2